(6aS,12bR)-(-)-N-propyl-4,10,11-trihydroxy-5,6,6a,7,8,12b-hexahydrobenzo[a]phenanthridine C(CC)N1[C@H]2CCC3=C([C@@H]2C=2C=CC=C(C2C1)O)C=C(C(=C3)O)O